BrCCN(C1=C(C=C(C=C1S(=O)(=O)N1CCN(CCC1)C)[N+](=O)[O-])C)CCBr N,N-bis(2-bromoethyl)-2-methyl-6-((4-methyl-1,4-diazepan-1-yl)sulfonyl)-4-nitroaniline